FC1=C(C(=CC(=C1)OC)F)[C@H]1[C@@H](C(NC1)=O)C(=O)O |o1:10,11| (-)-(3S*,4R*)-4-(2,6-difluoro-4-methoxyphenyl)-2-oxopyrrolidine-3-carboxylic acid